C(C1=CC=CC=C1)(C1=CC=CC=C1)(C1=CC=CC=C1)SC1=CC=C(C=C1)C1=CC=C(C=C1)N(C1=CC=CC=C1)C1=CC=CC=C1 4-[(trityl)thio]-4'-(diphenylamino)biphenyl